C(#N)C1=CC(=C(C=C1)C1=CN(C2=NC=CC(=C21)OC2=C(C=C(C=C2F)NC(=O)N[C@H](C)C2COC2)F)COCC[Si](C)(C)C)C |r| (+/-)-N-(4-{[3-(4-cyano-2-methylphenyl)-1-{[2-(trimethylsilyl)ethoxy]methyl}-1H-pyrrolo[2,3-b]pyridin-4-yl]oxy}-3,5-difluorophenyl)-N'-[1-(oxetan-3-yl)ethyl]urea